(S)-8-bromo-10-methyl-1,2,4a,5-tetrahydro-4H-[1,4]oxazino[4',3':4,5][1,4]oxazino[2,3-b]quinoxaline BrC1=CC(=CC=2N=C3C(=NC12)OC[C@H]1N3CCOC1)C